ClC=1C=C(C=CC1)C1=CC=C(S1)[C@H](CC(=O)O)NC(=O)NC=1C(N(C=CC1O)C)=O (S)-3-(5-(3-chlorophenyl)thiophen-2-yl)-3-(3-(4-hydroxy-1-methyl-2-oxo-1,2-dihydropyridin-3-yl)ureido)propionic acid